3,5-dimethyl-1H-pyrazole-4-sulfonamide CC1=NNC(=C1S(=O)(=O)N)C